biphenylyl[phenyl(biphenylyl)triazinyl]dibenzothiophen C1(=C(C=CC=C1)C1=C(C2=C(SC3=C2C=CC=C3)C=C1)C1=NN=NC(=C1C1=C(C=CC=C1)C1=CC=CC=C1)C1=CC=CC=C1)C1=CC=CC=C1